N-(2-(2-methyl-piperidin-3-yl)thieno[2,3-b]pyridin-4-yl)benzo[d]thiazol-5-amine CC1NCCCC1C1=CC=2C(=NC=CC2NC=2C=CC3=C(N=CS3)C2)S1